CC1=C(C(=O)N)C=C(C(=C1)Br)C 2,5-dimethyl-4-bromobenzamide